(R)-N-(3,5-dimethoxyphenyl)pyrrolidin-3-amine COC=1C=C(C=C(C1)OC)N[C@H]1CNCC1